C(C1=C(C(=C(C=C1)O)C)O)C1=C(C(=C(C=C1)O)C)O 4,4'-methylenebis(2-methylbenzene-1,3-diol)